(R)-4-((1R,3s,5S,6R)-6-(3-(3-(difluoromethoxy)phenyl)-1-isopropyl-1H-1,2,4-triazol-5-yl)bicyclo[3.1.0]hexan-3-yl)-3-methylmorpholine FC(OC=1C=C(C=CC1)C1=NN(C(=N1)C1[C@H]2CC(C[C@@H]12)N1[C@@H](COCC1)C)C(C)C)F